FC1([C@@H]([C@H](CCC1)O[C@@H]1CN(C[C@H]1OC)C(C)C)N)F (1R,6S)-2,2-difluoro-6-{[(3R,4R)-4-methoxy-1-(propan-2-yl)pyrrolidin-3-yl]oxy}cyclohexane-1-amine